tris(1-(pyridin-2-yl)-1,3-butanedione) aluminum [Al].N1=C(C=CC=C1)C(CC(C)=O)=O.N1=C(C=CC=C1)C(CC(C)=O)=O.N1=C(C=CC=C1)C(CC(C)=O)=O